4-ethyl-5-oxo-1,4-Dihydro-tetrazolium C(C)N1N=N[NH2+]C1=O